OC1=C(C=C(C=C1)O)B(O)O 2,5-dihydroxyphenylboronic acid